(4-formylphenyl) dimethyl borate B(OC1=CC=C(C=C1)C=O)(OC)OC